O1N=C(C=C1)C(CCCOC[C@@H](C=1N(C=C(N1)C=1C(=NC2=CC=CC=C2C1)OC)COCC[Si](C)(C)C)NC(OC(C)(C)C)=O)=O tert-butyl (R)-(2-(4-(isoxazol-3-yl)-4-oxobutoxy)-1-(4-(2-methoxyquinolin-3-yl)-1-((2-(trimethylsilyl)ethoxy)methyl)-1H-imidazol-2-yl)ethyl)carbamate